B(C1=C(C=NC=C1)NC(=O)OC(C)(C)C)(O)O BOC-3-AMINOPYRIDINE-4-BORONIC ACID